4-chlorobenzyl (4-(2-(3-hydroxypiperidin-1-yl)-2-oxoethyl)phenyl)carbamate OC1CN(CCC1)C(CC1=CC=C(C=C1)NC(OCC1=CC=C(C=C1)Cl)=O)=O